2-methyl-2-(4-(4,4,5,5-tetramethyl-1,3,2-dioxaborolan-2-yl)-1H-pyrazol-1-yl)propanamide CC(C(=O)N)(C)N1N=CC(=C1)B1OC(C(O1)(C)C)(C)C